ClC1=CC=C(C=C1)CN1[C@](C2=CC=C(C=C2C1=O)C(C)(C)O)(C1=CC=C(C=C1)Cl)OCC(=O)N(C)C (R)-2-((2-(4-chlorophenylmethyl)-1-(4-chlorophenyl)-5-(2-hydroxypropan-2-yl)-3-oxoisoindolin-1-yl)oxy)-N,N-dimethylacetamide